CO[Fe]OC dimethoxyiron